3-((5-amino-6-chloropyrazin-2-yl)ethynyl)-4-methyl-N-(4-((4-methylpiperazin-1-yl)methyl)-3-(trifluoromethyl)phenyl)benzamide NC=1N=CC(=NC1Cl)C#CC=1C=C(C(=O)NC2=CC(=C(C=C2)CN2CCN(CC2)C)C(F)(F)F)C=CC1C